C(C)(C)[C@]12C=C[C@](C[C@@H]1C(=O)OC)(CC2)C methyl (1S,4R,5S)-4-isopropyl-1-methyl-bicyclo[2.2.2]oct-2-ene-5-carboxylate